COC(=O)C1=CC(=CC=2N(C(=NC21)C)C(=O)OC(C)(C)C)C2=CC=C(C=C2)O 6-(4-hydroxy-phenyl)-2-methyl-benzimidazole-1,4-dicarboxylic acid 1-tert-butyl ester 4-methyl ester